2-((4S,5R)-5-aminoazepan-4-yl)-3-bromo-5-chloro-N-(thiophen-2-ylmethyl)thieno[3,2-b]pyridin-7-amine N[C@H]1[C@H](CCNCC1)C1=C(C2=NC(=CC(=C2S1)NCC=1SC=CC1)Cl)Br